2-(3,4-dimethoxyphenyl)-6-(8-(1-isobutylpiperidin-4-yl)-8-azabicyclo[3.2.1]octan-3-yl)-8-methylimidazo[1,2-a]pyridine COC=1C=C(C=CC1OC)C=1N=C2N(C=C(C=C2C)C2CC3CCC(C2)N3C3CCN(CC3)CC(C)C)C1